C(CCCCCC#N)#N heptanediNitrile